1-(1-(fluoromethyl)cyclopropyl)-4-((1-methylpiperidin-4-yl)amino)-6-oxo-1,6-dihydropyridine-3-carboxylic acid FCC1(CC1)N1C=C(C(=CC1=O)NC1CCN(CC1)C)C(=O)O